[6-(1-Ethylazetidin-3-yl)pyridazin-3-yl]-5-(7-methoxy-2-methyl-2H-indazol-5-yl)phenol C(C)N1CC(C1)C1=CC=C(N=N1)C1=C(C=C(C=C1)C1=CC2=CN(N=C2C(=C1)OC)C)O